COCC=1SC2=C(N1)C=CC(=C2)[N+](=O)[O-] 2-(methoxymethyl)-6-nitrobenzo[d]thiazole